(6-Ethyl-2,6-diazaspiro[3.3]heptan-2-yl)(5-(4-(trifluoromethyl)phenoxy)naphthalen-2-yl)methanone C(C)N1CC2(CN(C2)C(=O)C2=CC3=CC=CC(=C3C=C2)OC2=CC=C(C=C2)C(F)(F)F)C1